(R)-N-(2-((2-(dimethylamino)ethyl)(methyl)amino)-5-((6-(3-(3-((3-hydroxyphenyl)ethynyl)phenyl)isoxazolidin-2-yl)pyrimidin-4-yl)amino)-4-methoxyphenyl)acrylamide CN(CCN(C1=C(C=C(C(=C1)OC)NC1=NC=NC(=C1)N1OCC[C@@H]1C1=CC(=CC=C1)C#CC1=CC(=CC=C1)O)NC(C=C)=O)C)C